ClC1=CC=C(C=C1)C1=NN(C[C@H]1C1=CC=CC=C1)C(=O)NS(=O)(=O)C1=CC=C(C=C1)Cl R-3-(4-chlorophenyl)-N-((4-chlorophenyl)sulfonyl)-4-phenyl-4,5-dihydro-1H-pyrazole-1-carboxamide